N-(4-aminobutyl)-3-(prop-2-yn-1-yloxy)benzamide NCCCCNC(C1=CC(=CC=C1)OCC#C)=O